(S)-7,7-dimethyl-N-(3-(3-methyl-1-(5-methyl-2H-1,2,3-triazol-4-yl)cyclobutyl)phenyl)-4-((3-methylpiperidin-1-yl)methyl)-6,7-dihydro-5H-cyclopenta[b]pyridine-2-carboxamide CC1(CCC=2C1=NC(=CC2CN2C[C@H](CCC2)C)C(=O)NC2=CC(=CC=C2)C2(CC(C2)C)C2=NNN=C2C)C